C(#N)C[C@@H]1N(CCN(C1)C1=NC(=NC(=C1)C(NC1=CC(=CC2=CC=CC=C12)OC)=O)C=1C=C2C=NN(C2=CC1)C)C(=O)OCC1=CC=CC=C1 benzyl (2S)-2-(cyanomethyl)-4-[6-[(3-methoxy-1-naphthyl)carbamoyl]-2-(1-methylindazol-5-yl)pyrimidin-4-yl]piperazine-1-carboxylate